N-(2-((2-(dimeth-ylamino)ethyl)-(methyl)amino)-4-methoxy-5-((6-(3-(3-(5-methylthiophen-2-yl)phenyl)-isoxazolidin-2-yl)-pyrimidin-4-yl)-amino)phenyl)-acrylamide CN(CCN(C1=C(C=C(C(=C1)OC)NC1=NC=NC(=C1)N1OCCC1C1=CC(=CC=C1)C=1SC(=CC1)C)NC(C=C)=O)C)C